rac-(3S,5R)-3,5-dimethyl-N-[4-[[4-[[2-(6-methyl-2-pyridyl)pyrimidin-4-yl]amino]pyrimidin-2-yl]amino]phenyl]piperazine-1-carboxamide C[C@H]1CN(C[C@H](N1)C)C(=O)NC1=CC=C(C=C1)NC1=NC=CC(=N1)NC1=NC(=NC=C1)C1=NC(=CC=C1)C |r|